C(CCCCCCCCCCCCCCC)(=O)OC([C@@H](N)CCC(N)=O)=O L-Glutamine palmitoyl ester